Tetra(2-hydroxylethyl)ammonium OCC[N+](CCO)(CCO)CCO